(S)-5-(Benzyloxy)-1-isopropyl-1,5-dioxopentan-2-aminium 2,2,2-trifluoroacetate FC(C(=O)[O-])(F)F.C(C1=CC=CC=C1)OC(CC[C@@H](C(=O)C(C)C)[NH3+])=O